(3S,8R,9S,10R,13S,14S)-17-imino-10,13-dimethyl-2,3,4,7,8,9,10,11,12,13,14,15,16,17-tetradecahydro-1H-cyclopenta[a]phenanthren-3-ol, trifluoroacetic acid salt FC(C(=O)O)(F)F.N=C1CC[C@H]2[C@@H]3CC=C4C[C@H](CC[C@@]4([C@H]3CC[C@]12C)C)O